NN hydrazin